ethyl 2-[3-[1-[9-[(4,6-difluoro-1H-indol-5-yl)oxy]imidazo[2,1-a]isoquinolin-3-yl]ethyl]-2-fluoro-phenyl]acetate FC1=C2C=CNC2=CC(=C1OC1=CC=C2C=CN3C(C2=C1)=NC=C3C(C)C=3C(=C(C=CC3)CC(=O)OCC)F)F